NCC1CC2(C1)OC(N(C2)[C@@H](C)C=2C=CC=C1C(=C(NC21)C(=O)O)C=2C=C1CNC(C1=CC2)=O)=O 7-((S)-1-((2R,4s)-2-(aminomethyl)-6-oxo-5-oxa-7-azaspiro[3.4]octan-7-yl)ethyl)-3-(1-oxoisoindolin-5-yl)-1H-indole-2-carboxylic acid